C(C)C1=C(N=C(S1)NC1=NC=CC(=C1)C)C1=NC=CC=C1 N-[5-ethyl-4-(pyridin-2-yl)-1,3-thiazol-2-yl]-4-methylpyridin-2-amine